CN1CCN(CC1)C(=O)C1=CC=CC2=C1SC=C2C=O 7-(4-methylpiperazine-1-carbonyl)benzo[b]thiophene-3-carbaldehyde